7-(8-chloronaphthalen-1-yl)-4-(4-(2,3,4,5-tetrafluoro-6-(methylsulfinyl)phenyl)piperazin-1-yl)-5,6,7,8-tetrahydropyrido[3,4-d]pyrimidine ClC=1C=CC=C2C=CC=C(C12)N1CC=2N=CN=C(C2CC1)N1CCN(CC1)C1=C(C(=C(C(=C1S(=O)C)F)F)F)F